2-[3-chloro-4-[[(3,4-dimethylpyrimidino[4',5':4,5]thieno[2,3-c]pyridazin-8-yl)amino]methyl]phenyl]propan-2-ol ClC=1C=C(C=CC1CNC1=NC=NC2=C1SC=1N=NC(=C(C12)C)C)C(C)(C)O